diethanolamine methoxycinnamate COC1=CC=C(C=C1)/C=C/C(=O)O.C(CO)NCCO